3-(3-(piperidin-4-yl)-1H-pyrazol-5-yl)pyridine N1CCC(CC1)C1=NNC(=C1)C=1C=NC=CC1